C1(C=CC=C1)[In] cyclopentadienylindium (I)